C(#N)C1=CC=2N(N=C1)C(=CC2)C(=O)NC2=CC1=CN(N=C1C=C2C(C)C)C2CCC(CC2)N2CCN(CC2)C(=O)OC(C)(C)C tert-butyl 4-((1r,4r)-4-(5-(3-cyanopyrrolo[1,2-b]pyridazine-7-carboxamido)-6-isopropyl-2H-indazol-2-yl)cyclohexyl)piperazine-1-carboxylate